ClC1=C(C(=NN1C)C1=NOC(=C1)C)C(=O)N1CC2(CCC1)CCN(CC2)CC(C)(C)C (5-Chloro-1-methyl-3-(5-methylisoxazol-3-yl)-1H-pyrazol-4-yl)(9-neopentyl-2,9-diazaspiro[5.5]undecan-2-yl)methanone